5-methyl-2-vinylpyridine CC=1C=CC(=NC1)C=C